(4-Chloro-1-methyl-1H-pyrazol-3-yl)-{4-[2-(2,4-difluorophenyl)-ethyl]-piperazin-1-yl}-methanone ClC=1C(=NN(C1)C)C(=O)N1CCN(CC1)CCC1=C(C=C(C=C1)F)F